CN1N=NC2=C1NC=1C=CC=CC21 3-methyl-3H,4H-[1,2,3]triazolo[4,5-b]indole